ClCC1=NOC(=C1C)C 3-(chloromethyl)-4,5-dimethylisoxazole